4-((3-fluoro-4-methoxyphenyl)sulfonyl)morpholine FC=1C=C(C=CC1OC)S(=O)(=O)N1CCOCC1